2,4,6-trimethyl-3-cyclohexen-1-methanol CC1C(C(CC(=C1)C)C)CO